[(2R,3S,4R,5R)-3,4-Diacetoxy-5-[2-(2-methylpropanoylamino)-6-oxo-1H-purin-9-yl]-2-[2-[2-(2-oxoethoxy)ethoxy]ethoxymethyl]tetrahydrofuran-2-yl]-methyl acetate C(C)(=O)OC[C@]1(O[C@H]([C@@H]([C@@H]1OC(C)=O)OC(C)=O)N1C=2N=C(NC(C2N=C1)=O)NC(C(C)C)=O)COCCOCCOCC=O